C([C@H](C)CCC[C@@H](C)[C@H]1CC[C@H]2[C@@H]3CCC4=CCCC[C@]4(C)[C@H]3CC[C@]12C)(=O)O (25R)-cholest-4-en-26-oic acid